C1(=CC=C(C=C1)S(=O)[O-])C1=CC=CC=C1.[Na+] sodium 1,1'-biphenyl-4-sulfinate